COC=1C=C(C=C(C1)OC)C(O)C1=CC(=CC(=C1)OC)OC bis(3,5-dimethoxyphenyl)methanol